(1R,2R)-2-fluoro-N-(4-(4-methyl-6-(propanoyl-3,3,3-d3)pyridin-3-yl)-[1,2,4]triazolo[1,5-a][1,6]naphthyridin-8-yl)cyclopropane-1-carboxamide F[C@H]1[C@H](C1)C(=O)NC1=NC=C2C=C(C=3N(C2=C1)N=CN3)C=3C=NC(=CC3C)C(CC([2H])([2H])[2H])=O